C(C=C)(=O)N1[C@@H](CC(CC1)N1N=NC=2C(=NC=3C(=C(C(=CC3C21)Cl)C=2C=C(C=CC2)C)F)N2CC(C2)(C)N(C)C)CC#N 2-((2S)-1-acryloyl-4-(8-chloro-4-(3-(dimethylamino)-3-methylazetidin-1-yl)-6-fluoro-7-(m-tolyl)-1H-[1,2,3]triazolo[4,5-c]quinolin-1-yl)piperidin-2-yl)acetonitrile